NC=1C=CC(=C(C(=O)OC)C1)C=1C=NN(C1)C(C)C1CC1 Methyl 5-amino-2-[1-(1-cyclopropyl-ethyl)-1H-pyrazol-4-yl]benzoate